(S)-4-(3-bromo-4-fluorophenyl)-3-(4-(pyrrolidin-3-ylthio)-1,2,5-oxadiazol-3-yl)-1,2,4-oxadiazol-5(4H)-one BrC=1C=C(C=CC1F)N1C(=NOC1=O)C1=NON=C1S[C@@H]1CNCC1